C1(=C(C(=CC2=CC=CC=C12)O)O)C1=CC=CC2=CC=CC=C12 binaphthdiol